N-(3-chlorophenyl)maleimide ClC=1C=C(C=CC1)N1C(C=CC1=O)=O